Cl.ClC1=C(C(=CC=C1Cl)F)C1(CNCC1)NC=1C=CC2=C(N(N=C2C1)CC(=O)O)C (6-{[3-(2,3-dichloro-6-fluorophenyl)pyrrolidin-3-yl]amino}-3-methylindazol-2-yl)acetic acid hydrochloride